4-(7,8-difluoro-3-quinolylamino)-2-[3-methoxy-4-(1-methyl-3-azetidinyloxy)phenylamino]pyrimidine FC1=CC=C2C=C(C=NC2=C1F)NC1=NC(=NC=C1)NC1=CC(=C(C=C1)OC1CN(C1)C)OC